COC1=CC2=C(C(=NN([C@H](C2)C)C(=O)NC)C2=CC=C(C=C2)N2CCN(CC2)C)C=C1OC (S)-7,8-dimethoxy-N,4-dimethyl-1-(4-(4-methylpiperazin-1-yl)phenyl)-4,5-dihydro-3H-benzo[d][1,2]diazepine-3-carboxamide